C(#N)C1=CC=C(CNC(=O)C=2C(N(C3=C(N=CC=C3C2)OCC2(CC2)S(=O)(=O)N2CCOCC2)C)=O)C=C1 N-(4-cyanobenzyl)-1-methyl-8-((1-(morpholinosulfonyl)cyclopropyl)methoxy)-2-oxo-1,2-dihydro-1,7-naphthyridine-3-carboxamide